2,4-bis(hydroxymethyl)benzoic acid OCC1=C(C(=O)O)C=CC(=C1)CO